3-glycidyloxypropylmethoxydiethoxysilane C(C1CO1)OCCC[Si](OCC)(OCC)OC